CN1CC(CC1)NC1=C(C=NC=C1)N (1S)-N4-(1-methylpyrrolidin-3-yl)pyridine-3,4-diamine